Methyl (E)-3-(4'-fluoro-5-((4-methylbenzyl)carbamoyl)-[1,1'-biphenyl]-3-yl)acrylate FC1=CC=C(C=C1)C1=CC(=CC(=C1)C(NCC1=CC=C(C=C1)C)=O)/C=C/C(=O)OC